5-(tert-butyl)-N-(2-methyl-4-(pyrrolo[2,1-f][1,2,4]triazin-4-yl)benzyl)-1,3,4-oxadiazole-2-carboxamide C(C)(C)(C)C1=NN=C(O1)C(=O)NCC1=C(C=C(C=C1)C1=NC=NN2C1=CC=C2)C